N,N-Diethyl-1,4-Phenylenediamine Sulfate S(=O)(=O)(O)O.C(C)N(C1=CC=C(C=C1)N)CC